C(C1=CC=CC=C1)(=O)OCC(CC(C)OC(C1=CC=CC=C1)=O)C 2-methyl-1,4-pentanediol dibenzoate